NC=1N=CC2=C(N1)N(C=C2)C2=CC(=NC=C2)C#C[C@]2(C(N(CC2)C)=O)O (R)-3-((4-(2-amino-7H-pyrrolo[2,3-d]pyrimidin-7-yl)pyridin-2-yl)ethynyl)-3-hydroxy-1-methylpyrrolidin-2-one